CC=1N=C(C2=C(N1)C=NC(=C2)C=2CCN(CC2)C)N[C@H](C)C2=CC(=CC=C2)C(F)(F)F 2-methyl-6-(1-methyl-1,2,3,6-tetrahydropyridin-4-yl)-N-{(1R)-1-[3-(trifluoromethyl)phenyl]ethyl}pyrido[3,4-d]pyrimidin-4-amine